CC1=CC(=NN1C1=CC=C(C=C1)OC(F)(F)F)N1CCN(CC1)C(=O)OC(C)(C)C tert-butyl 4-[5-methyl-1-[4-(trifluoromethoxy)phenyl]pyrazol-3-yl]piperazine-1-carboxylate